CC(CN1N=CC2=C(C(=CC=C12)C1=NC=CC2=CN=C(C=C12)NC1=CC=C(C=C1)S(=O)(=O)C)C)(C)O 2-methyl-1-(4-methyl-5-(7-((4-(methylsulfonyl)phenyl)amino)-2,6-naphthyridin-1-yl)-1H-indazol-1-yl)propan-2-ol